ClC1=C(C(N(C(N1)=O)CC1=NC(=NO1)C[C@H](O)C1=CC=C(C=C1)Cl)=O)C (S)-6-chloro-3-((3-(2-(4-chlorophenyl)-2-hydroxyethyl)-1,2,4-oxadiazol-5-yl)methyl)-5-methylpyrimidine-2,4(1H,3H)-dione